C(C)(C)(C)C1N(CC(C2=CC(=CC=C12)CO)(F)F)C(=O)O.CC(C(=O)O)=C.C1(CCCCC1)C(C)(C)O 2-cyclohexyl-2-propanol methyl-acrylate Tert-Butyl-4,4-difluoro-6-(hydroxymethyl)-1,3-dihydroisoquinoline-2-carboxylate